(R)-N-(5-(1-((2-amino-5-chloropyridin-3-yl)oxy)ethyl)-2-tolyl)-3-(methanesulfonyl)benzamide NC1=NC=C(C=C1O[C@H](C)C=1C=CC(=C(C1)C)NC(C1=CC(=CC=C1)S(=O)(=O)C)=O)Cl